5-benzyloxy-2-bromo-1,3-dimethyl-benzene C(C1=CC=CC=C1)OC=1C=C(C(=C(C1)C)Br)C